1-(1Z-hexadecenyl)-sn-glycerol C(=C/CCCCCCCCCCCCCC)/OC[C@@H](O)CO